2-(4-(6-isopropoxy-1-methyl-2,3-dioxo-2,3-dihydropyrido[2,3-b]pyrazin-4(1H)-yl)piperidine-1-yl)pyrimidine-5-carbonitrile C(C)(C)OC=1C=CC2=C(N(C(C(N2C)=O)=O)C2CCN(CC2)C2=NC=C(C=N2)C#N)N1